4-amino-2-methylpentanoic acid ethyl ester hydrochloride Cl.C(C)OC(C(CC(C)N)C)=O